3-[3-[diethoxy(methyl)silyl]propoxy]propane-1,2-dithiol C(C)O[Si](CCCOCC(CS)S)(C)OCC